O1C(=CC=C1)C=C(C(=O)OC)CC(OCC)OCC methyl 2-(furan-2-ylmethylene)-4,4-diethoxybutyrate